(4-Methylpiperazin-1-yl)(2-(4-(2-(6-methylpyridin-2-yl)-5,6-dihydro-8H-imidazo[2,1-c][1,4]oxazin-3-yl)pyridin-2-yl)-4,6-dihydropyrrolo[3,4-d]imidazol-5(1H)-yl)ketone CN1CCN(CC1)N1C(=NC2=C1CN(C2)C(=O)N2CC=1N(C(=NC1C2)C2=NC=CC(=C2)C2=C(N=C1COCCN12)C1=NC(=CC=C1)C)N1CCN(CC1)C)C1=NC=CC(=C1)C1=C(N=C2COCCN21)C2=NC(=CC=C2)C